COC1=CC=C(COCCC2=C(C(=O)[O-])C=CC=C2)C=C1 2-[2-(4-methoxybenzyl-oxy)ethyl]benzoate